C(C)(C)(C)OC(=O)N1CC=2N=CN=C(C2CC1)N1C[C@@H](CCC1)NC1=NC=C(C=N1)C#N (R)-4-(3-((5-cyanopyrimidin-2-yl)amino)piperidin-1-yl)-5,8-dihydropyrido[3,4-d]pyrimidine-7(6H)-carboxylic acid tert-butyl ester